NC1=C(C=C(C=C1)C#N)NC(/C=C/C=1N=CC(=NC1)/C=C(\C1=CC=CC=C1)/C=1C=C(C(=O)N)C=CC1)=O 3-((E)-2-(5-((E)-3-((2-amino-5-cyanophenyl)amino)-3-oxoprop-1-en-1-yl)pyrazin-2-yl)-1-phenylvinyl)benzamide